BrC1=CC(=C(O[C@H](C(=O)OC(C)(C)C)CC2CC2)C=C1)C1=NOCC1OCCCC tert-butyl (2S)-2-[4-bromo-2-(4-butoxy-4,5-dihydroisoxazol-3-yl)phenoxy]-3-cyclopropylpropanoate